6-chloro-5'-(3-chloro-5-methylphenyl)-2'-(2,4-dimethoxypyrimidin-5-yl)-3'-isopropyl-3'H-spiro[indoline-3,4'-pyrrolo[3,4-d]imidazole]-2,6'(5'H)-dione ClC1=CC=C2C(=C1)NC(C21N(C(C=2N=C(N(C21)C(C)C)C=2C(=NC(=NC2)OC)OC)=O)C2=CC(=CC(=C2)C)Cl)=O